Cl.FCCN 2-fluoroethylamine hydrochloride salt